ClC1=CC2=C(C=C3N2C(=NN(C3=O)CC(=O)NC[C@@H](C)O)C(C)C)S1 (R)-2-(2-Chloro-5-isopropyl-8-oxothieno[2',3':4,5]pyrrolo[1,2-d][1,2,4]triazin-7(8H)-yl)-N-(2-hydroxypropyl)acetamide